COC([C@@H](NC1=CC=2CCCCC2C=C1[N+](=O)[O-])CO)=O (3-nitro-5,6,7,8-tetrahydronaphthalen-2-yl)-L-serine methyl ester